OC=1C(=CC=C2C=CC=NC12)C(NC(CCC)=O)C=1C=NC=CC1 N-((8-hydroxyquinolin-7-yl)(pyridin-3-yl)methyl)butyramide